FC1=C(C=NC=C1)C1=NC2=C(C=3C=NC=CC13)N=C(N=C2)NC2=CC=C(C=C2)N2CCN(CC2)C 6-(4-fluoropyridin-3-yl)-N-(4-(4-methylpiperazin-1-yl)phenyl)pyrimido[5,4-c][2,6]naphthyridin-2-amine